3-[3-(5-{[(5-chlorothiophen-2-yl)(2H2)methyl]amino}-1-(2,2-dimethylpropanoyl)-1H-pyrazol-3-yl)-2-oxo-1,2-dihydropyridin-1-yl]propanoic acid ClC1=CC=C(S1)C([2H])([2H])NC1=CC(=NN1C(C(C)(C)C)=O)C=1C(N(C=CC1)CCC(=O)O)=O